13-((8Z,11Z)-heptadeca-8,11-dien-1-yl)-3-(2-hydroxyethyl)-11,11-dimethyl-10,12,14-trioxa-3-aza-11-silatriacontan-1-ol C(CCCCCC\C=C/C\C=C/CCCCC)C(O[Si](OCCCCCCN(CCO)CCO)(C)C)OCCCCCCCCCCCCCCCC